ClC=1C=C(C=CC1)N1C(=CC2=CC=CC(=C12)C)C(=O)O (3-chlorophenyl)-7-methyl-1H-indole-2-carboxylic acid